3-(2-hydroxy-4-(trifluoromethyl)phenyl)-1-(piperidin-3-yl)pyridin OC1=C(C=CC(=C1)C(F)(F)F)C=1CN(C=CC1)C1CNCCC1